OC=1C=C(C2=CC=CC=C2C1)C=1N=CC2=CC(=CC=C2C1)C1CN(C1)C(C=C)=O 1-(3-(3-(3-hydroxynaphthalen-1-yl)isoquinolin-7-yl)azetidin-1-yl)prop-2-en-1-one